FC(C1=CC2=CC(=CC=C2C=C1)C(N[C@H]1CN(C[C@@H]2N(C1=O)[C@@H](CC2)C(=O)N2CCOCC2)C2=NC=CC=C2)=O)P(O)(O)=O (fluoro(7-(((4S,7S,9aR)-7-(morpholine-4-carbonyl)-5-oxo-2-(pyridin-2-yl)octahydro-1H-pyrrolo[1,2-a][1,4]diazepin-4-yl)carbamoyl)naphthalen-2-yl)methyl)phosphonic acid